OC1=CC=C(C=C1)C(C(=O)O)(C)C1=CC=C(C=C1)O 2,2-bis(4-hydroxyphenyl)propionic acid